((benzyloxy)carbonyl)-O-(methylsulfonyl)-L-serine methyl ester COC([C@@H](NC(=O)OCC1=CC=CC=C1)COS(=O)(=O)C)=O